O1CCOC12CCC(CC2)OC2=CC(=NC(=N2)C(F)(F)F)C(C(=O)OCC)C(=O)OCC Diethyl [6-(1,4-dioxaspiro[4.5]dec-8-yloxy)-2-(trifluoromethyl)pyrimidin-4-yl]malonate